N-(2-((1r,3r,5r,7r)-adamantan-2-yl)ethyl)-5-(4-chlorophenyl)-1-(2,4-dichlorophenyl)-4-methyl-1H-pyrazole-3-carboxamide C12C(C3CC(CC(C1)C3)C2)CCNC(=O)C2=NN(C(=C2C)C2=CC=C(C=C2)Cl)C2=C(C=C(C=C2)Cl)Cl